NC=1C(=NC(=CC1)C(=O)NC1=CC=C2C(=N1)SC(=N2)N2CCOCC2)C=2C=NC=CC2 amino-N-(2-morpholinothiazolo[5,4-b]pyridin-5-yl)-[2,3'-bipyridine]-6-carboxamide